6-[4-[3-(5-Carbamoyl-3-pyridyl)isoxazolidine-2-carbonyl]-1-piperidyl]pyrimidine-4-carboxamide C(N)(=O)C=1C=C(C=NC1)C1N(OCC1)C(=O)C1CCN(CC1)C1=CC(=NC=N1)C(=O)N